FC(C1=C(C(C2=CC=C(C=C2)SC)OC2CN(C2)C(=O)NCC2=CC=CC=C2)C=CC=C1)(F)F 3-[2-(trifluoromethyl)-4'-(methylthio)benzhydryloxy]-N-(benzyl)azetidine-1-carboxamide